C(C)OC([C@@H](CC(=C)C)[C@H]1NC(OC1)=O)=O.O1C(NCC1)=O oxazolidinone ethyl-(2S)-4-methyl-2-[(4R)-2-oxooxazolidin-4-yl]pent-4-enoate